6-(difluoromethoxy)-2-(5-(2,6-difluorophenyl)-4-methyl-4H-1,2,4-triazol-3-yl)-3-fluoropyridine FC(OC1=CC=C(C(=N1)C1=NN=C(N1C)C1=C(C=CC=C1F)F)F)F